CC=1C=C2C(C=C(OC2=C(C1)C(C)NC1=C(C(=O)O)C=CC=C1)C=1C=C2C(=NNC2=CC1)C)=O 2-[1-[6-Methyl-2-(3-methyl-1H-indazol-5-yl)-4-oxo-chromen-8-yl]ethylamino]benzoic acid